N1-(2,6-di-t-butylphenyl)benzene-d3-1,2-diamine C(C)(C)(C)C1=C(C(=CC=C1)C(C)(C)C)NC1=C(C(=C(C(=C1)[2H])[2H])[2H])N